4-(1-(4-(Perfluoroethoxy)phenyl)-1H-1,2,4-triazol-3-yl)phenethyl (Z)-(3-(2-isopropyl-5-methylphenyl)-4-oxothiazolidin-2-ylidene)carbamate C(C)(C)C1=C(C=C(C=C1)C)N1/C(/SCC1=O)=N/C(OCCC1=CC=C(C=C1)C1=NN(C=N1)C1=CC=C(C=C1)OC(C(F)(F)F)(F)F)=O